S(=O)(=O)([O-])[O-].CC[N+](CCCCCCCC)(CCCCCCCC)CCCCCCCC.CC[N+](CCCCCCCC)(CCCCCCCC)CCCCCCCC methyltrioctyl-methyl-ammonium sulfate